CC1=NC=2CCC(CC2C(N1)=O)(N1CCC(CC1)OC(F)(F)F)C 2,6-dimethyl-6-(4-(trifluoromethoxy)piperidin-1-yl)-5,6,7,8-tetrahydroquinazolin-4(3H)-one